C1(CCCC1)C(=O)N1CCN(CC1)C1=C2C=NN(C2=CC(=C1)S(=O)(=O)N)C=1SC(=NN1)C(F)F 4-(4-cyclopentanecarbonylpiperazin-1-yl)-1-[5-(difluoromethyl)-1,3,4-thiadiazol-2-yl]indazole-6-sulfonamide